NCC(C(=O)O)=C aminomethyl-Acrylic acid